(1S,3R,4S,5S,7R)-3-((5-chloro-4-(4-fluoro-2-(2-hydroxypropan-2-yl)-1-isopropyl-1H-benzo[d]imidazol-6-yl)pyrimidin-2-yl)amino)-7-(hydroxymethyl)-6,8-dioxabicyclo[3.2.1]octan-4-ol ClC=1C(=NC(=NC1)N[C@@H]1C[C@H]2[C@H](O[C@@H]([C@H]1O)O2)CO)C=2C=C(C1=C(N(C(=N1)C(C)(C)O)C(C)C)C2)F